N[C@H](C1CCN(CC1)C([C@@H](CO)O)=O)C1=C(C(=C(C=C1O)C)Cl)F (2R)-1-[4-[(R)-amino(3-chloro-2-fluoro-6-hydroxy-4-methylphenyl)methyl]piperidin-1-yl]-2,3-dihydroxypropan-1-one